BrC1=NC=C(C=C1)OCCOC1OCCCC1 2-bromo-5-(2-((tetrahydro-2H-pyran-2-yl)oxy)ethoxy)pyridine